SC(CC(=O)OCCOC(CC(CC)S)=O)CC ethylene glycol bis(3-mercapto valerate)